(R)-3-phenyl-5-(1-(p-tolyl)allyl)pyridine C1(=CC=CC=C1)C=1C=NC=C(C1)[C@H](C=C)C1=CC=C(C=C1)C